C(C)C=1C=CC(=C(C1)S(=O)(=O)NC1=NOC2=C1C(=CC(=C2)CN2N=CC(=C2)CNC(C#CCO)=O)OC)OC N-((1-((3-((5-ethyl-2-methoxyphenyl)sulfonamido)-4-methoxybenzo[d]isoxazol-6-yl)methyl)-1H-pyrazol-4-yl)methyl)-4-hydroxybut-2-ynamide